tert-Butyl N-[(6R)-6-benzyloxy-12-methyl-6,15-bis(trifluoromethyl)-19-oxa-3,4,18-triazatricyclo[12.3.1.12,5]nonadeca-1(18),2,4,9,14,16-hexaen-17-yl]carbamate C(C1=CC=CC=C1)O[C@]1(C2=NN=C(C=3C(=CC(=C(CC(CC=CCC1)C)N3)C(F)(F)F)NC(OC(C)(C)C)=O)O2)C(F)(F)F